3-(4-(2-(5,6,7,8-tetrahydro-1,8-naphthyridin-2-yl)ethoxy)-1H-indazol-1-yl)propanoic acid N1=C(C=CC=2CCCNC12)CCOC1=C2C=NN(C2=CC=C1)CCC(=O)O